C1(=CC=CC2=CC=CC=C12)O naphthalene-1-ol